ClC1=C2C(=NC=C1C1=CNC3=CC=C(C=C13)C#N)NC[C@@]21C[C@](CC1)(C(=O)N)C (1S,3S)-4'-Chloro-5'-(5-cyano-1H-indol-3-yl)-3-methyl-1',2'-dihydrospiro[cyclopentane-1,3'-pyrrolo[2,3-b]pyridine]-3-carboxamide